C1(=CC=CC=C1)C1=NNC(=C1)C(=O)N1[C@@H]2[C@H](CC1)CN(C2)C#N (3aR,6aR)-1-(3-phenyl-1H-pyrazole-5-carbonyl)hexahydropyrrolo[3,4-b]pyrrole-5(1H)-carbonitrile